C(C)(C)(C)OC(=O)N1[C@@H](CCCC1)C(=O)O (S)-1-(t-butoxycarbonyl)piperidine-2-carboxylic acid